Pimelate calcium salt [Ca+2].C(CCCCCC(=O)[O-])(=O)[O-]